FC1=C(C=CC(=C1)F)S(=O)(=O)NC=1C(=NC=C(C1)C=1C=C2C(=NC=NC2=CC1)N1CCN(CC1)C(C(C(C)O)C)=O)OC 2,4-difluoro-N-(5-(4-(4-(3-hydroxy-2-Methylbutyryl)piperazin-1-yl)quinazolin-6-yl)-2-methoxypyridin-3-yl)benzenesulfonamide